FC1=C(C(=CC=C1)OC1=NC=CC=C1)CN1C[C@@H](N([C@@H](C1)C)C(C(C)C)=O)C(=O)NCC1=CC=C(C=C1)C1=NC=CC=N1 (2R,6R)-4-({2-fluoro-6-[(pyridin-2-yl)oxy]phenyl}methyl)-6-methyl-1-(2-methylpropanoyl)-N-{[4-(pyrimidin-2-yl)phenyl]methyl}piperazine-2-carboxamide